P(=O)(OCOC1=C(C(=CC(=C1)CCCCC)OOP(=O)(OC1=CC=CC=C1)OC1=CC=CC=C1)C1CCCC(=C1)C)(OC1=CC=CC=C1)OC1=CC=CC=C1 ((6-((diphenoxyphosphoryl)peroxy)-5'-methyl-4-pentyl-1',2',3',4'-tetrahydro-[1,1'-biphenyl]-2-yl)oxy)methyl diphenyl phosphate